(4R)-4-[3-Oxo-3-[6-[6-(trifluoro-methyl)pyridazin-3-yl]oxy-2-azaspiro[3.3]heptan-2-yl]propyl]oxazolidin-2-one O=C(CC[C@H]1NC(OC1)=O)N1CC2(C1)CC(C2)OC=2N=NC(=CC2)C(F)(F)F